2-((5-bromo-2,3-dihydro-1H-inden-2-yl)amino)pyrimidine-5-carboxylic acid BrC=1C=C2CC(CC2=CC1)NC1=NC=C(C=N1)C(=O)O